C(C=C)[C@H]1[C@H](N(CC1=O)C(=O)OC(C)(C)C)C(=O)OC 1-(tert-butyl) 2-methyl (2S,3S)-3-allyl-4-oxopyrrolidine-1,2-dicarboxylate